(5R,7S)-7-fluoro-5-phenyl-N-[(6S)-2,4-dimethyl-5-oxo-7,8-dihydro-6H-pyrazolo[1,5-a][1,3]diazepin-6-yl]-6,7-dihydro-5H-pyrrolo[1,2-b][1,2,4]triazole-2-carboxamide F[C@H]1C[C@@H](N2N=C(N=C21)C(=O)N[C@@H]2C(N(C=1N(CC2)N=C(C1)C)C)=O)C1=CC=CC=C1